2-(3,4-dichlorophenyl)-N,N-dimethyl-2-(4-(4-(trifluoromethoxy)phenyl)-1H-pyrazol-1-yl)ethane-1-amine ClC=1C=C(C=CC1Cl)C(CN(C)C)N1N=CC(=C1)C1=CC=C(C=C1)OC(F)(F)F